2,4-diphenyl-6-(2-(spiro[cyclopentane-1,9'-fluoren]-2'-yl)phenyl)-1,3,5-triazine C1(=CC=CC=C1)C1=NC(=NC(=N1)C1=CC=CC=C1)C1=C(C=CC=C1)C1=CC=2C3(C4=CC=CC=C4C2C=C1)CCCC3